C(#N)C1=C(N=NC(=C1C)C)SC=1C=CC(=C(C(=O)O)C1)F 5-[(4-cyano-5,6-dimethylpyridazin-3-yl)sulfanyl]-2-fluorobenzoic acid